OC=1C=C(C=CC1)C1=CC2=C([N+](=C(N=[N+]2[O-])NCCC(=O)OC(C)C)[O-])C=C1 7-(3-hydroxyphenyl)-3-((3-isopropoxy-3-oxopropyl)amino)benzo[e][1,2,4]triazine-1,4-dioxide